2,6-Bis(2',4'-diethyloxyphenyl)-4-(4'-dimethylaminophenyl)pyridine C(C)OC1=C(C=CC(=C1)OCC)C1=NC(=CC(=C1)C1=CC=C(C=C1)N(C)C)C1=C(C=C(C=C1)OCC)OCC